[Li+].N1=CN=C(C=C1)C(=O)[O-] pyrimidine-4-Carboxylic acid lithium salt